2,2-dimethylpent-4-en-1-amine CC(CN)(CC=C)C